O1C(=CC=C1)C(=O)O furan-2-oic acid